N[C@@]1(CN(CC1)C1=C(C=NC=C1C1=CC(=CC(=C1)C)F)C(=O)NCC1CC1)C 4-[(3S)-3-amino-3-methylpyrrolidin-1-yl]-N-(cyclopropylmethyl)-5-(3-fluoro-5-methylphenyl)pyridine-3-carboxamide